1-(5-fluoro-3-iodo-1H-indol-2-yl)pentan-1-one benzyl-(3-(((tert-butyldimethylsilyl)oxy)methyl)-2-oxopyrrolidin-3-yl)carbamate C(C1=CC=CC=C1)N(C(O)=O)C1(C(NCC1)=O)CO[Si](C)(C)C(C)(C)C.FC=1C=C2C(=C(NC2=CC1)C(CCCC)=O)I